N-(1-(4-chlorophenyl)-2,2,2-trifluoroethyl)pyrimidine-5-sulfonamide ClC1=CC=C(C=C1)C(C(F)(F)F)NS(=O)(=O)C=1C=NC=NC1